C(C)(C)(C)OC(=O)N1CCN(CC1)C1=NC=C(C=C1)OC1=NC(=CC(=C1)CNC)C1=CC(=CC(=C1)Cl)Cl 4-(5-((6-(3,5-dichlorophenyl)-4-((methylamino)methyl)pyridin-2-yl)oxy)pyridin-2-yl)piperazine-1-carboxylic acid tert-butyl ester